(S)-2-(5-fluorobenzo[b]thiophene-2-carboxamido)-3-phenylpropionic acid FC1=CC2=C(SC(=C2)C(=O)N[C@H](C(=O)O)CC2=CC=CC=C2)C=C1